N1N=C(C=C1)C1=C2C=CN=CC2=C2C(=C1)C=CC=C2.[Na] Sodium 5-(1H-pyrazol-3-yl)benzo[h]isoquinoline